5-(3,5-bis(trifluoromethyl)phenyl)-1-(3-chloro-4-methoxyphenyl)-2-iodo-1H-benzo[d]imidazole FC(C=1C=C(C=C(C1)C(F)(F)F)C1=CC2=C(N(C(=N2)I)C2=CC(=C(C=C2)OC)Cl)C=C1)(F)F